C(\C=C\C(=O)O)(=O)O.C1(CCCCCO1)=O e-caprolactone fumarate